8-chloro-N-(5-hydroxy-2-methylphenyl)-4-oxo-1H-quinoline-3-carboxamide ClC=1C=CC=C2C(C(=CNC12)C(=O)NC1=C(C=CC(=C1)O)C)=O